5-bromo-1-methyl-1,2,4-triazol-3-amine BrC1=NC(=NN1C)N